OC1=C(C(N)=N)C=CC(=C1)N1C(COCC1C1=CC=CC=C1)=O Hydroxy-4-(3-oxo-5-phenylmorpholino)benzimidamide